tert-butyl (3R)-3-[4-[3-chloro-4-(2-pyridylmethoxy)anilino]quinazolin-6-yl]piperidine-1-carboxylate ClC=1C=C(NC2=NC=NC3=CC=C(C=C23)[C@@H]2CN(CCC2)C(=O)OC(C)(C)C)C=CC1OCC1=NC=CC=C1